N-acryloyl-L-glycine C(C=C)(=O)NCC(=O)O